C(C)[Si](CCCC1=C2C(C(=O)OC2=O)=CC=C1)(OCC)CC 3-Diethylethoxysilylpropyl-phthalic anhydride